FC1=CC=C(CN2C3=C(C4=CC=CC=C24)C=CN2C3=NC(=C2)C(F)(F)F)C=C1 11-(4-Fluorobenzyl)-2-(trifluoromethyl)-11H-imidazo[1',2':1,2]pyrido[3,4-b]indole